2-isocyano-7-(6-methoxynaphthalene-2-yl)-3-[4'-(pyridin-4-yl)biphenyl-4-yl]hept-2,4,6-trienenitrile [N+](#[C-])C(C#N)=C(C=CC=CC1=CC2=CC=C(C=C2C=C1)OC)C1=CC=C(C=C1)C1=CC=C(C=C1)C1=CC=NC=C1